((2R,5S)-5-((tert-butoxycarbonyl)amino)tetrahydro-2H-pyran-2-yl)methyl 4-methylbenzenesulfonate CC1=CC=C(C=C1)S(=O)(=O)OC[C@@H]1OC[C@H](CC1)NC(=O)OC(C)(C)C